C(C)(C)(C)OC(=O)N(C1=CC(=NC=2N1N=CC2C(=O)O)NC2=CC(=CC=1N(N=NC12)C)COC[C@@H](C)O)C (R)-7-((tert-Butoxycarbonyl)(methyl)amino)-5-((6-((2-hydroxypropoxy)methyl)-1-methyl-1H-benzo[d][1,2,3]triazol-4-yl)amino)pyrazolo[1,5-a]pyrimidine-3-carboxylic acid